C1(CC1)S(=O)(=O)NC1=NN(C=C1)C(C(=O)NC1=NC=C(C=C1)C1=NC(=CN=C1)OCC)(C)C 2-(3-(cyclopropanesulphonylamino)-1H-pyrazol-1-yl)-N-(5-(6-ethoxypyrazin-2-yl)pyridin-2-yl)-2-methylpropanamide